isobutyltris(t-butoxy)tin C(C(C)C)[Sn](OC(C)(C)C)(OC(C)(C)C)OC(C)(C)C